FC1=CC=C(C=C1)N1N=CC2=CC(=C(C=C12)C)C12CN(CC2C1C1=NC(=NO1)C)S(=O)(=O)C1=NN(N=C1)C 5-(1-(1-(4-fluorophenyl)-6-methyl-1H-indazol-5-yl)-3-((2-methyl-2H-1,2,3-triazol-4-yl)sulfonyl)-3-azabicyclo[3.1.0]hexane-6-yl)-3-methyl-1,2,4-oxadiazole